C(C)OC1(C(NC2=CC=CC=C12)=S)OCC diethoxy-indoline-2-thione